1,2-phenylenebis(methylene) (E,E)-bis(N,N'-dimethylcarbamimidothioate) dihydrochloride Cl.Cl.CN\C(=N/C)\SCC1=C(C=CC=C1)CSC(NC)=NC